2-cyano-3-(3,4-dimethoxy-5-nitrophenyl)-N,N-diethyl-3-oxopropanamide C(#N)C(C(=O)N(CC)CC)C(=O)C1=CC(=C(C(=C1)[N+](=O)[O-])OC)OC